ClC=1C(NN=CC1N[C@H](COC1C(N(CC1)C1CCN(CC1)C1=NC=C(C=N1)C(F)(F)F)=O)C)=O 4-chloro-5-((S)-1-(2-oxo-1-(1-(5-(trifluoromethyl)pyrimidin-2-yl)piperidin-4-yl)pyrrolidin-3-yloxy)propan-2-ylamino)pyridazin-3(2H)-one